S1C=NC2=C1C=C(C=C2)\C=C\2/N=C(NC2=O)N[C@H](C)C2CCCCC2 (4Z)-4-(1,3-Benzothiazol-6-ylmethylene)-2-[[(1R)-1-cyclohexylethyl]amino]-1H-imidazol-5-one